NC=1C2=C(N=CN1)N(C=C2C=2C(=C(C=CC2)NS(=O)(=O)C=2C=NC(=CC2)OC)F)C 6-Methoxy-pyridine-3-sulfonic acid [3-(4-amino-7-methyl-7H-pyrrolo[2,3-d]pyrimidin-5-yl)-2-fluoro-phenyl]-amide